3,5-difluoro-4-hydroxy-N-({(1r,4r)-4-[6-([1,2,4]triazolo[1,5-a]pyridin-7-yl)-2H-indazol-2-yl]cyclohexyl}methyl)benzamide, trifluoroacetate salt FC(C(=O)O)(F)F.FC=1C=C(C(=O)NCC2CCC(CC2)N2N=C3C=C(C=CC3=C2)C2=CC=3N(C=C2)N=CN3)C=C(C1O)F